COC1=C(C=CC=C1)N1CCNCC1 1-(2-methoxyphenyl)-piperazine